2,2'-bibenzo[d][1,3,2]dioxaborole O1B(OC2=C1C=CC=C2)B2OC1=C(O2)C=CC=C1